NC=1N(C=2C3=C(C(=CC2C1C(=O)N)C)SC(=N3)C)C3=C(C(=CC=C3C)O)C 7-amino-8-(3-hydroxy-2,6-dimethylphenyl)-2,4-dimethyl-8H-thiazolo[5,4-g]indole-6-carboxamide